(2-(2,6-dioxopiperidin-3-yl)-1,3-dioxoisoindolin-4-yl-oxy)acetamide O=C1NC(CCC1N1C(C2=CC=CC(=C2C1=O)OCC(=O)N)=O)=O